C1=2C(=CC=CC2CC1)[C@@H]1[C@@H](C=2C=CC(=CC2CC1)O)C1=CC=C(C=C1)N1CCC(CC1)C(OC)OC (5R,6S)-6-(bicyclo[4.2.0]octa-1(6),2,4-trien-2-yl)-5-(4-(4-(dimethoxymethyl)piperidin-1-yl)phenyl)-5,6,7,8-tetrahydronaphthalen-2-ol